3,5-bis(3,5-di-tert-butyl-4-hydroxybenzyl)trimethylphenol C(C)(C)(C)C=1C=C(CC=2C(=C(C(=C(C2C)CC2=CC(=C(C(=C2)C(C)(C)C)O)C(C)(C)C)C)O)C)C=C(C1O)C(C)(C)C